[Cu].[Nb] Niobium-copper